Methyl-4-((2-Amino-9-((2R,3S,4S,5R)-4-fluoro-3-hydroxy-5-(hydroxymethyl)tetrahydrofuran-2-yl)-8-oxo-8,9-dihydro-7H-purin-7-yl)methyl)thiophen-2-carboxylat COC(=O)C=1SC=C(C1)CN1C(N(C2=NC(=NC=C12)N)[C@@H]1O[C@@H]([C@H]([C@H]1O)F)CO)=O